NC1=C(C(=O)O)NC(NC1=O)=O 5-Aminoorotic acid